CCCCC1=CC=C(C=C1)C2=CC=C(C=C2)C(=O)O 4-(4-N-butylphenyl)benzoic acid